ClC=1N=C(N2N=C(N=CC21)N[C@H]2[C@@H](CN(CC2)S(=O)(=O)C(F)F)O)C(C)C (3R,4R)-4-({5-chloro-7-isopropylimidazo[4,3-f][1,2,4]triazin-2-yl}amino)-1-difluoromethanesulfonylpiperidin-3-ol